C(C)OC1=NC=2N(C(C(=NC2C=N1)SC1=CC2=CN(N=C2C=C1)C)=O)C=1C=NC(=CC1)OC 2-ethoxy-8-(6-methoxypyridin-3-yl)-6-((2-methyl-2H-indazol-5-yl)thio)pteridin-7(8H)-one